[Cl-].[Cl-].C[SiH](C)[Zr+2](C1C=CC2=CC=3CCCC3C=C12)C1C=C(C2=CC=CC=C12)C(C)CCC Dimethylsilyl-(3-(2-pentyl)-indenyl)(1,5,6,7-tetrahydro-s-indacenyl)zirconium dichloride